6-(3-ethyl-4-(1H-pyrazol-4-yl)phenyl)-4-(3-methoxybenzyl)-4,6-diazaspiro[2.4]heptan-5-one C(C)C=1C=C(C=CC1C=1C=NNC1)N1C(N(C2(CC2)C1)CC1=CC(=CC=C1)OC)=O